N-methylpyrrolidinone hydrobromide Br.CN1C(CCC1)=O